5-(2-aminobutyl)-2-bromo-4-methoxybenzonitrile NC(CC=1C(=CC(=C(C#N)C1)Br)OC)CC